5-(6-fluoro-4-methoxy-2-((1-(oxetan-3-yl)piperidin-4-yl)amino)pyrrolo[2,1-f][1,2,4]triazin-5-yl)-N-methylpyrazolo[1,5-a]pyridine-3-carboxamide FC=1C(=C2C(=NC(=NN2C1)NC1CCN(CC1)C1COC1)OC)C1=CC=2N(C=C1)N=CC2C(=O)NC